8-((2s,5r)-4-((4-cyanophenyl)(5-fluoropyridin-2-yl)methyl)-2,5-dimethylpiperazin-1-yl)-5-methyl-6-oxo-5,6-dihydro-1,5-naphthyridine-2-carbonitrile C(#N)C1=CC=C(C=C1)C(N1C[C@@H](N(C[C@H]1C)C1=CC(N(C=2C=CC(=NC12)C#N)C)=O)C)C1=NC=C(C=C1)F